2-(3,4-dihydro-2H-pyrrolo[3',2':5,6]pyrido[2,3-b][1,4]oxazepin-1(7H)-yl)-N-((4-((((1s,3s)-3-(fluoromethyl)-3-hydroxycyclobutyl)methyl)amino)-3-nitrophenyl)sulfonyl)benzamide N1(C2=C(OCCC1)N=C1C(=C2)C=CN1)C1=C(C(=O)NS(=O)(=O)C2=CC(=C(C=C2)NCC2CC(C2)(O)CF)[N+](=O)[O-])C=CC=C1